2-bromo-3-methyl-phenyl methyl sulfide CSC1=C(C(=CC=C1)C)Br